ClC=1C(=C(NC2=C(NC3=C2C(NCC3)=O)C3=C(C=NC=C3)O[C@H](C)[C@H]3OCCOC3)C=CC1)OC 3-(3-chloro-2-methoxyanilino)-2-(3-{(1R)-1-[(2S)-1,4-dioxan-2-yl]ethoxy}pyridin-4-yl)-1,5,6,7-tetrahydro-4H-pyrrolo[3,2-c]pyridin-4-one